C(=C)C1=CC=NC=C1 4-Vinylpyridine